N[C@H](C(=O)NC=1SC=C(N1)C1=C2C(=NC=C1)NC(=C2)C)C(C)(C)C (2S)-2-Amino-3,3-dimethyl-N-[4-(2-methyl-1H-pyrrolo[2,3-b]pyridin-4-yl)thiazol-2-yl]butanamide